4H-pyrido[1,2-a]indole-10-carboxylic acid C=1C=2C(=C3N(C2CCC1)C=CC=C3)C(=O)O